1-(tetrahydro-pyran-4-ylmethyl)-1H-indol O1CCC(CC1)CN1C=CC2=CC=CC=C12